C(C)C1=[N+](C=C(C(=C1)C(=O)OC)F)[O-] 2-ethyl-5-fluoro-4-(methoxycarbonyl)pyridine 1-oxide